Methyl (((2-(3-chlorobenzyl)cyclopentyl)oxy)carbonyl)-L-phenylalaninate ClC=1C=C(CC2C(CCC2)OC(=O)N[C@@H](CC2=CC=CC=C2)C(=O)OC)C=CC1